N1C=NC2=C1C=CC(=C2)\C=C\2/N=C(NC2=O)N[C@@H](COC)C2=CC=CC=C2 (4Z)-4-(1H-benzimidazol-5-ylmethylene)-2-[[(1R)-2-methoxy-1-phenyl-ethyl]amino]-1H-imidazol-5-one